C1(CCCCC1)NC1=C(C(=O)N)C=CC(=C1)N1C=CC2=C1N=CN=C2NC=2C=C(C=CC2)C 2-(cyclohexylamino)-4-(4-(m-tolylamino)-7H-pyrrolo[2,3-d]pyrimidin-7-yl)benzamide